N-(2-(7-ethyl-2-((6-(4-methylpiperazin-1-yl)pyridin-3-yl)amino)quinazolin-8-yl)pyridin-4-yl)acrylamide C(C)C1=CC=C2C=NC(=NC2=C1C1=NC=CC(=C1)NC(C=C)=O)NC=1C=NC(=CC1)N1CCN(CC1)C